C1(CCC1)C1N(CCC1(N)C)C=1N=NC(=CC1)C1=C(C=C(C(=C1)F)C1=CN=NC(=C1)OC)OC cyclobutyl-1-{6-[5-fluoro-2-methoxy-4-(6-methoxypyridazin-4-yl)phenyl]pyridazin-3-yl}-3-methylpyrrolidin-3-amine